difluoromethyl iodide FC(F)I